3-[2-Fluoro-5-(2,3-difluoro-6-methoxybenzyloxy)-4-methoxyphenyl]-2,4-dioxo-1,2,3,4-tetrahydrothieno[3,4-d]pyrimidine-5-carboxylic acid choline salt hydrate O.OCC[N+](C)(C)C.FC1=C(C=C(C(=C1)OC)OCC1=C(C(=CC=C1OC)F)F)N1C(NC=2C(C1=O)=C(SC2)C(=O)[O-])=O